C1N(CC12CCNCC2)CC2=CC(=C(CC1=NNC3=C1N=C(N=C3N)OCCCC)C=C2)OC 3-(4-((2,7-Diazaspiro[3.5]non-2-yl)methyl)-2-methoxybenzyl)-5-butoxy-1H-pyrazolo[4,3-d]pyrimidin-7-amine